10-[4-[6-[8-(1,3-benzothiazol-2-ylcarbamoyl)-3,4-dihydro-1H-isoquinolin-2-yl]-2-tert-butoxycarbonyl-3-pyridyl]-3,5-dimethyl-pyrazol-1-yl]decanoic acid S1C(=NC2=C1C=CC=C2)NC(=O)C=2C=CC=C1CCN(CC21)C2=CC=C(C(=N2)C(=O)OC(C)(C)C)C=2C(=NN(C2C)CCCCCCCCCC(=O)O)C